(R)-4-((3S,5S,8R,9S,10S,13R,14S,17R)-3-ethyl-3-hydroxy-10,13-dimethylhexadecahydro-1H-cyclopenta[a]Phenanthren-17-yl)pentanoic acid methyl ester COC(CC[C@@H](C)[C@H]1CC[C@H]2[C@@H]3CC[C@H]4C[C@](CC[C@@]4([C@H]3CC[C@]12C)C)(O)CC)=O